NC(C(=O)NC1=C(C=C(C=C1)[N+](=O)[O-])Cl)C 2-amino-N-(2-chloro-4-nitrophenyl)propanamide